COC=1C=C(CN(C=2SC(=C(N2)C)CN2CCOCC2)CC2=CC(=CC=C2)N2CCCC2)C=CC1 N-(3-methoxybenzyl)-4-methyl-5-(morpholinomethyl)-N-(3-(pyrrolidin-1-yl)benzyl)thiazol-2-amine